OCCOC([C@@H](NCCN)C)=O |r| N-(2-aminoethyl)-DL-alanine-2-hydroxyethyl ester